O1[C@@H](COC2=C1C=CC=C2)C2=CC=C(CN1CCCC1)C=C2 1-{4-[(2R)-2,3-dihydro-1,4-benzodioxin-2-yl]benzyl}pyrrolidine